(E)- or (Z)-1-(4-methoxybenzyl)-4-(Hydroxyimino)-3-methyl-9-oxo-4,9-dihydro-1H-naphtho[2,3-d]imidazole-3-ium COC1=CC=C(CN2C=[N+](C3=C2C(C2=CC=CC=C2C3=NO)=O)C)C=C1